C(#N)C=1N=C(SC1)N 4-cyano-1,3-thiazol-2-amine